COC=1C=C(C=CC1OC)C=1C(=NN2C1N=C(N=C2NCC2=CC=C(C=C2)C(C)C)C)C 8-(3,4-dimethoxyphenyl)-N-[(4-isopropylphenyl)methyl]-2,7-dimethyl-pyrazolo[1,5-a][1,3,5]triazin-4-amine